FC=1C(=NC=2C(=CN(C(C2C1)=O)C1=C(C=CC=C1)C)C(C)C)C=1N=C(N(C1)C)C(C)(C)O 3-Fluoro-2-(2-(2-hydroxypropan-2-yl)-1-methyl-1H-imidazol-4-yl)-8-isopropyl-6-(o-tolyl)-1,6-naphthyridin-5(6H)-one